ClC=1C=C(N)C=C(C1)CC=1C=NN(C1)C 3-chloro-5-((1-methyl-1H-pyrazol-4-yl)methyl)aniline